O1C=CC2=C1C=C(C=C2)C[C@@H](C)N([S@](=O)C(C)(C)C)C (R)-N-((R)-1-(benzofuran-6-yl)propan-2-yl)-N,2-dimethylpropane-2-sulfinamide